C(C(=C)C)(=O)O.C(C(=C)C)(=O)O.C(C)OC1=C(O)C=CC(=C1)C(C)(C)C1=CC=C(C=C1)O ethoxybisphenol a Bismethacrylate